CCCCCCCCCCCCCCCC1=CC(=CC(=O)O1)O The molecule is a 2-pyranone in which the hydrogens at positions 4 and 6 of 2H-pyran-2-one are replaced by hydroxy and pentadecyl groups respectively. It is a member of 2-pyranones and a heteroaryl hydroxy compound.